6-(2,4-difluorophenoxy)nicotinonitrile FC1=C(OC2=NC=C(C#N)C=C2)C=CC(=C1)F